benzo[g]indazole N1N=CC2=CC=C3C(=C12)C=CC=C3